C(#N)C=1C=C2C=C3N(C=4C=CC=CC4N=C3C3=CC=CC=C3)C2=CC1 9-cyano-6-phenylindolo[1,2-a]quinoxaline